FC1(C(CCCC1)CS(=O)(=O)NC1=C(C=C(C=C1)C1=NC=2C=NC(=NC2N(C1=O)C(C)C)NC1CCC(CC1)N(C)C)F)F 1-(2,2-Difluorocyclohexyl)-N-[4-[2-[[4-(dimethylamino)cyclohexyl]amino]-8-isopropyl-7-oxo-pteridin-6-yl]-2-fluoro-phenyl]methanesulfonamide